ClC1=C(C(=C(C(=N1)N1CCC(CC1)(O)CNC(OC(C)(C)C)=O)C#N)CC)C#N tert-butyl ((1-(6-chloro-3,5-dicyano-4-ethylpyridin-2-yl)-4-hydroxypiperidin-4-yl)methyl)carbamate